F[C@@H]1C[C@H](N(C1)C(CN1N=C(C2=CC=CC=C12)C(=O)N)=O)C(NC1=CC=CC=2OC(C(NC21)=O)C)=O 1-(2-((2S,4R)-4-fluoro-2-(2-methyl-3-oxo-3,4-dihydro-2H-benzo[b][1,4]oxazin-5-ylcarbamoyl)pyrrolidin-1-yl)-2-oxoethyl)-1H-indazole-3-carboxamide